(2S,4R)-1-(2-(4-amino-5-(aminomethyl)-7H-pyrrolo[2,3-d]pyrimidin-7-yl)acetyl)-N-(3-chloro-2-fluorophenylmethyl)-4-fluoropyrrolidine-2-carboxamide NC=1C2=C(N=CN1)N(C=C2CN)CC(=O)N2[C@@H](C[C@H](C2)F)C(=O)NCC2=C(C(=CC=C2)Cl)F